1-(aminomethyl)-N1-(cyclobutylmethyl)-N4,N4-dimethyl-4-phenylcyclohexane-1,4-diamine NCC1(CCC(CC1)(N(C)C)C1=CC=CC=C1)NCC1CCC1